NC1=C(C(N(C(=C1)N1CCC2(CC1)[C@@H](C1=CC(=C(C=C1C2)F)Br)N)C)=O)C2=C(C(=CC=C2)C)Cl (S)-4-amino-6-(1-amino-6-bromo-5-fluoro-1,3-dihydrospiro[indene-2,4'-piperidin]-1'-yl)-3-(2-chloro-3-methylphenyl)-1-methylpyridin-2(1H)-one